FC1=C(OC2CNC2)C=CC(=C1)F 3-(2,4-difluorophenoxy)azetidine